4-chloro-5-fluoro-2,6-dimethyl-pyrimidine ClC1=NC(=NC(=C1F)C)C